(2R,6R)-2-(((tert-butyldiphenylsilyl)oxy)methyl)-6-Hydroxy-6-methyl-1,4-oxaazepane-4-carboxylic acid tert-butyl ester C(C)(C)(C)OC(=O)N1C[C@@H](OC[C@](C1)(C)O)CO[Si](C1=CC=CC=C1)(C1=CC=CC=C1)C(C)(C)C